C(C1=CC=CC=C1)OC(=O)NCC(C(OCCOCCN(C(OC(C)(C)C)=O)CCOCCN1C(C2=CC=CC=C2C1=O)=O)(C)C)F Tert-butyl N-[2-[2-[3-(benzyloxycarbonylamino)-2-fluoro-1,1-dimethyl-propoxy] ethoxy] ethyl]-N-[2-[2-(1,3-dioxoisoindolin-2-yl)ethoxy]ethyl]carbamate